diisobutyl 2,3-di-t-butylsuccinate C(C)(C)(C)C(C(=O)OCC(C)C)C(C(=O)OCC(C)C)C(C)(C)C